CC1=CC(C[C@@H](C1)CCC)=O |r| (+-)-3-METHYL-5-PROPYL-2-CYCLOHEXEN-1-ONE